C(C)(C)(C)C1=CC=C(C=C1)N1NC(=CC1C=CC1=C(C(=CC=C1)OC)OC)C=CC1=C(C(=CC=C1)OC)OC 1-(4-tert-butyl-phenyl)-3-(2,3-dimethoxystyryl)-5-(2,3-dimethoxystyryl)-pyrazoline